ClC1=CN=CC(=N1)O[C@@H]1[C@H]([C@@H]2CC[C@H](C1)N2C(=O)OC(C)(C)C)C tert-butyl (1S,2S,3S,5R)-3-((6-chloropyrazin-2-yl)oxy)-2-methyl-8-azabicyclo[3.2.1]octane-8-carboxylate